6,8-dihydro-5H-1,7-naphthyridin-7-yl-[rac-(5S,7S)-7-fluoro-5-phenyl-6,7-dihydro-5H-pyrrolo[1,2-b][1,2,4]triazol-2-yl]methanone N1=CC=CC=2CCN(CC12)C(=O)C=1N=C2N(N1)[C@@H](C[C@@H]2F)C2=CC=CC=C2 |r|